N-(boronomethyl)-N,N-dimethyl-2,3-bis(tetradecanoyloxy)propan-1-aminium bromide [Br-].B(O)(O)C[N+](CC(COC(CCCCCCCCCCCCC)=O)OC(CCCCCCCCCCCCC)=O)(C)C